N-((7-bromo-2-(2,6-dioxopiperidin-3-yl)-1-oxoisoindolin-5-yl)methyl)-4,9-dioxo-4,9-dihydronaphtho[2,3-b]furan-2-carboxamide BrC=1C=C(C=C2CN(C(C12)=O)C1C(NC(CC1)=O)=O)CNC(=O)C1=CC2=C(O1)C(C1=CC=CC=C1C2=O)=O